C1(CCC1)S(=O)C1=C(C=2C(=NC(=CC2C2=CC=NN2C)C=2C=NC3=NC=CC=C3C2)S1)N 2-(cyclobutanesulfinyl)-4-(1-methyl-1H-pyrazol-5-yl)-6-(1,8-naphthyridin-3-yl)thieno[2,3-b]pyridin-3-amine